[(2R)-1-methylpyrrolidin-2-yl]methyl N-[4-[5-[4-(benzylcarbamoylamino)-2-(tert-butylsulfamoyl)phenyl]thiazol-2-yl]cyclohexyl]carbamate C(C1=CC=CC=C1)NC(=O)NC1=CC(=C(C=C1)C1=CN=C(S1)C1CCC(CC1)NC(OC[C@@H]1N(CCC1)C)=O)S(NC(C)(C)C)(=O)=O